CNC=1N=CC(=C2C=C(N=CC12)NC(=O)C1CC1)C1=C(C=CC=C1)S(=O)(=O)C N-(8-(methylamino)-5-(2-(methylsulfonyl)phenyl)-2,7-naphthyridin-3-yl)cyclopropanecarboxamide